2-(tetrahydrofurylmethoxy)acetic acid O1C(CCC1)COCC(=O)O